C1(CC1)C1=C(OC2=CC=C(C=C2)N2N=C3C(NCC[C@H]3N3CCN(CC3)S(=O)(=O)C3=C(C=CC=C3)[N+](=O)[O-])=C2C(=O)OCC)C=CC=C1 ethyl (7R)-2-[4-(2-cyclopropylphenoxy)phenyl]-7-[4-(2-nitrobenzene-1-sulfonyl)piperazin-1-yl]-4,5,6,7-tetrahydro-2H-pyrazolo[4,3-b]pyridine-3-carboxylate